3-((1-ethyl-1H-pyrazol-4-yl)amino)but-2-enoic acid propyl ester C(CC)OC(C=C(C)NC=1C=NN(C1)CC)=O